ClC1=C(C(=NN1C)C1=C(C(=CC=C1)F)F)C=O 5-CHLORO-3-(2,3-DIFLUOROPHENYL)-1-METHYL-1H-PYRAZOLE-4-CARBOXALDEHYDE